N[C@@H]1CN(CC[C@H]1F)C1=NC2=C(N1CC(=O)N1CCOCC1)C(=CC(=C2)F)OC 2-(2-((3r,4r)-3-amino-4-fluoropiperidin-1-yl)-5-fluoro-7-methoxy-1H-benzo[d]imidazol-1-yl)-1-morpholinoethan-1-one